(Trifluoromethyl)pyrrolidin FC(F)(F)N1CCCC1